(R)-5-(piperidin-2-ylmethoxy)isobenzofuran-1(3H)-one N1[C@H](CCCC1)COC=1C=C2COC(C2=CC1)=O